rac-N-{[4-(3,3-difluorocyclobutyl)-2,5-dioxoimidazolidin-4-yl]methyl}-4'-(trifluoromethyl)[biphenyl]-2-carboxamide FC1(CC(C1)[C@@]1(NC(NC1=O)=O)CNC(=O)C=1C(=CC=CC1)C1=CC=C(C=C1)C(F)(F)F)F |r|